6-(1-(6-chloropyridin-3-yl)-2,2-difluorovinyl)-4-isopropyl-1,3-dimethyl-1,3-dihydro-2H-benzo[d]imidazol-2-one ClC1=CC=C(C=N1)C(=C(F)F)C=1C=C(C2=C(N(C(N2C)=O)C)C1)C(C)C